FC1(CCN(CC1)C1=NC=CN=C1)C(=O)N1CCOC2=C(C1)C=NC=C2C#N 4-(4-fluoro-1-pyrazin-2-yl-piperidine-4-carbonyl)-3,5-dihydro-2H-pyrido[3,4-f][1,4]oxazepine-9-carbonitrile